C1(CC1)C=1C(=C(C(=CC1)F)C1=NC2=CN=C3N(C4=C2N1CC4)N=CN3)F 3-(3-cyclopropyl-2,6-difluorophenyl)-2,7-dihydro-1H-2a,4,6,7,9,9a-hexaazadicyclopenta[cd,f]azulene